CC1=NC=C(C(=N1)N)[C@H](C)C1=CC(=CC=C1)C=1C=NN(C1)C 2-methyl-{(1R)-1-[3-(1-methyl-1H-pyrazol-4-yl)phenyl]ethyl}pyrimidin-4-amine